FC=1C=C(C=CC1)C1=CC=C(C=C1)CN1C2=C(C=C1)SC=C2C(=O)NC2CC1(CC(C1)C(=O)O)C2 6-(4-((3'-fluoro-[1,1'-biphenyl]-4-yl)methyl)-4H-thieno[3,2-b]pyrrole-3-carboxamido)spiro[3.3]heptane-2-carboxylic acid